2,3-Dihydro-2,2,4,6-tetramethylpyridine CC1(N=C(C=C(C1)C)C)C